2,7-bis(mercaptomethyl)-1,4,5,9-tetrathiaspiro[4.4]nonane SCC1SS2(SC1)CC(CS2)CS